ClC=1C=CC(=C(C1)C1=CC(=C(N=N1)SCCO)NC1=CC(=NC=C1)NC(=O)C1CC(C1)N1CCN(C2(CCC2)C1)C)F N-(4-{[6-(5-chloro-2-fluorophenyl)-3-[(2-hydroxyethyl)sulfanyl]pyridazin-4-yl]amino}pyridin-2-yl)-3-{5-methyl-5,8-diazaspiro[3.5]nonan-8-yl}cyclobutane-1-carboxamide